2-(3H-[1,2,3]triazolo[4,5-b]pyridin-3-yl)-1,1,3,3-tetramethylisouronium hexafluorophosphate F[P-](F)(F)(F)(F)F.N1=NN(C2=NC=CC=C21)OC(N(C)C)=[N+](C)C